C(CCCCCCCC)C=1C=C(C=C(C1)CCCCCCCCC)O 3,5-di-n-nonylphenol